ethyl 4-[3-(benzyloxy)-8-(3-fluoropyridin-4-yl)quinolin-2-yl]-4-oxobutanoate C(C1=CC=CC=C1)OC=1C(=NC2=C(C=CC=C2C1)C1=C(C=NC=C1)F)C(CCC(=O)OCC)=O